N-[(S)-1-(4-fluoro-3-methoxyphenyl)ethyl]-4-[(S)-5-methyl-1,4-diazepan-1-yl]-6-methyl-8-(trifluoromethyl)-1,7-diaza-3-naphthamide FC1=C(C=C(C=C1)[C@H](C)NC(=O)C=1C=NC2=C(N=C(C=C2C1N1CCN[C@H](CC1)C)C)C(F)(F)F)OC